BrC1=C(C=C(C=C1)C(F)(F)F)CBr 1-Bromo-2-(bromomethyl)-4-(trifluoromethyl)benzene